7-fluoro-N-(6-(4-(1-hydroxy-prop-2-yl)-4H-1,2,4-triazol-3-yl)pyridin-2-yl)-4H-benzo[b]imidazo[1,5-d][1,4]oxazine-8-carboxamide FC=1C(=CC2=C(OCC=3N2C=NC3)C1)C(=O)NC1=NC(=CC=C1)C1=NN=CN1C(CO)C